O=C1C=2C(=NC=CC2)CC12CCN(CC2)C(=O)OC(C)(C)C tert-Butyl 5-oxospiro[7H-cyclopenta[b]pyridine-6,4'-piperidine]-1'-carboxylate